N1=CC=C(C=C1)CN pyridin-4-ylmethyl-amine